(1R,2S,6S)-2-azido-7-oxabicyclo[4.1.0]heptane N(=[N+]=[N-])[C@@H]1[C@H]2O[C@H]2CCC1